C(C)(=O)C1CCC2C3CCC4=CC(CCC4(C3CCC12C)C)=O 17-acetyl-10,13-dimethyl-1,2,6,7,8,9,11,12,14,15,16,17-dodecahydrocyclopenta[a]phenanthren-3-one